5-chloro-1-(2,5-difluorobenzyl)-4-(2-((2,2-Difluoroethyl)amino)ethyl)-1H-pyrazole-3-carboxylic acid ethyl ester C(C)OC(=O)C1=NN(C(=C1CCNCC(F)F)Cl)CC1=C(C=CC(=C1)F)F